Methyl 1-amino-6-oxo-4-(trifluoromethyl)-1,6-dihydropyridine-2-carboxylate NN1C(=CC(=CC1=O)C(F)(F)F)C(=O)OC